C(C)(=O)N[C@@H](CO)[C@H](O)[C@H](O)CCCCCCCCCCCCCC N-acetylphytosphingosine